4-(2,6-dimethoxyphenyl)-5-(6-methoxypyridin-2-yl)-N-((pyrimidin-2-ylmethyl)sulfonyl)-4H-1,2,4-triazole-3-carboxamide COC1=C(C(=CC=C1)OC)N1C(=NN=C1C1=NC(=CC=C1)OC)C(=O)NS(=O)(=O)CC1=NC=CC=N1